2-[3-{(3,5-di-tert-butyl)phenyl}-5-(pyrimidin-5-yl)phenyl]-4,6-diphenyl-1,3,5-triazine C(C)(C)(C)C=1C=C(C=C(C1)C(C)(C)C)C=1C=C(C=C(C1)C=1C=NC=NC1)C1=NC(=NC(=N1)C1=CC=CC=C1)C1=CC=CC=C1